4-(4-((4'-chloro-4,4-dimethyl-3,4,5,6-tetrahydro-[1,1'-biphenyl]-2-yl)methyl)-4-(hydroxymethyl)piperidin-1-yl)benzoic acid ClC1=CC=C(C=C1)C1=C(CC(CC1)(C)C)CC1(CCN(CC1)C1=CC=C(C(=O)O)C=C1)CO